C(C)OC(=O)C1=NN2C(OCC(C2)COCC2=CC=CC=C2)=C1 6-((benzyloxy)methyl)-6,7-dihydro-5H-pyrazolo[5,1-b][1,3]oxazine-2-carboxylic acid ethyl ester